N1(CCCCC1)C(=O)C=1C=C2C=CC=C(C2=CC1)N1CC2N(CC1)C(CC2)=O 2-(6-(piperidine-1-carbonyl)naphthalen-1-yl)hexahydropyrrolo[1,2-a]pyrazin-6(2H)-one